(R)-7-Methoxy-N-(1-(pyridin-2-yl)ethyl)-5-(4-(trifluoromethyl)phenyl)-2-naphthamide COC1=CC(=C2C=CC(=CC2=C1)C(=O)N[C@H](C)C1=NC=CC=C1)C1=CC=C(C=C1)C(F)(F)F